FC1=C(N)C=C(C(=C1)OC1=CC=NC2=CC(=C(C=C12)OC)OCCCN1CCOCC1)F 2,5-difluoro-4-({6-methoxy-7-[3-(morpholin-4-yl)propoxy]quinolin-4-yl}oxy)aniline